2-(2,6-dioxopiperidin-3-yl)-4-fluoro-6-((4-(4-(1-(4-hydroxyphenyl)-2-phenylbutan-1-En-1-yl)phenyl)piperazin-1-yl)methyl)isoindoline-1,3-dione O=C1NC(CCC1N1C(C2=CC(=CC(=C2C1=O)F)CN1CCN(CC1)C1=CC=C(C=C1)C(=C(CC)C1=CC=CC=C1)C1=CC=C(C=C1)O)=O)=O